COC1=NC=C(C2=CC=CC=C12)C=N[S@@](=O)C(C)(C)C (S)-N-[(1-methoxy-4-isoquinolinyl)methylene]-2-methyl-propane-2-sulfinamide